FCCCCCN1C=C(C2=CC=CC=C12)C(=O)N[C@H](C(=O)[O-])C(C)(C)C (2S)-2-[[1-(5-fluoropentyl) indole-3-carbonyl] amino]-3,3-dimethylbutyrate